(R)-4-(7-(((S)-2-(methoxymethyl)pyrrolidin-1-yl)methyl)-2-(1H-pyrrolo[2,3-b]pyridin-4-yl)thieno[3,2-d]pyrimidin-4-yl)-3-methylmorpholine COC[C@H]1N(CCC1)CC1=CSC2=C1N=C(N=C2N2[C@@H](COCC2)C)C2=C1C(=NC=C2)NC=C1